C[C@H]1[C@H](COC1)N (3R,4S)-4-methyltetrahydrofuran-3-amine